O[C@H]1CO[C@@H]([C@H]([C@H]1O)O)CO (2R,3S,4S,5S,6R)-3,4,5-trihydroxy-6-(hydroxymethyl)tetrahydro-2H-pyran